ClC1=CC=C(C=C1)C(CC(=O)NN1C(C2=CC=CC=C2C(=N1)C(F)(F)F)=O)(C)C 3-(4-chlorophenyl)-3-methyl-N-[1-oxo-4-(trifluoromethyl)phthalazin-2(1H)-yl]butanamide